[Cl-].[Cl-].C1(CCC1)=[Zr+2](C1C(=CC2=C(C(=C(C=C12)C)C)C1=CC=C(C=C1)C)C=1OC(=CC1)C)C1C(=CC2=C(C(=C(C=C12)C)C)C1=CC=C(C=C1)C)C=1OC(=CC1)C Cyclobutylidenebis[2-(5-methyl-2-furyl)-4-(4-methylphenyl)-5,6-dimethyl-1-indenyl]zirconium dichloride